FC1=C(C(=CC=C1N1CCCC1)F)[C-]1C=CC=C1.[C-]1(C=CC=C1)C1=C(C(=CC=C1F)N1CCCC1)F.[Ti+2] bis(2,6-difluoro-3-pyrrolidinophenyl)titanocene